BrC1=NC(=C(C=2N=C(N=C(C21)O)S)F)Cl 5-bromo-7-chloro-8-fluoro-2-mercaptopyrido[4,3-d]pyrimidin-4-ol